methyl (2S)-2-aminobutyrate hydrochloride Cl.N[C@H](C(=O)OC)CC